7-[(1S)-2-(tert-Butoxycarbonylamino)-1-phenyl-ethyl]-2-chloro-pyrrolo[2,3-d]pyrimidine-6-carboxylic acid C(C)(C)(C)OC(=O)NC[C@H](C1=CC=CC=C1)N1C(=CC2=C1N=C(N=C2)Cl)C(=O)O